tin oxide oxide [Sn](=O)=O